OC1(OC2=CC=CC=C2C(=C1NC(=O)C1CC1)C1=CC=CC=C1)C(F)(F)F N-(2-Hydroxy-4-phenyl-2-(trifluoromethyl)-2H-chromen-3-yl)cyclopropanecarboxamide